(4-fluoro-2-(tetrahydrofuran-2-yl) phenyl) methanesulfonate CS(=O)(=O)OC1=C(C=C(C=C1)F)C1OCCC1